CC1=CC=C(C=2NN=NC21)C 4,7-dimethylbenzotriazole